4-[[3-(3-methoxy-2-methyl-4-pyridyl)-4,5-dimethyl-5-(trifluoromethyl)tetrahydrofuran-2-carbonyl]amino]pyridine-2-carboxamide COC=1C(=NC=CC1C1C(OC(C1C)(C(F)(F)F)C)C(=O)NC1=CC(=NC=C1)C(=O)N)C